4-(3-chloro-5-nitrophenyl)morpholine ClC=1C=C(C=C(C1)[N+](=O)[O-])N1CCOCC1